C1=C(C=CC2=CC=CC=C12)NC1=CC=C(C=C1)NC1=CC2=CC=CC=C2C=C1 bis(2-naphthyl)p-phenylenediamine